C1(CC1)C=1C(=CC(=C(CN2CCC3(CN(C(N3)=O)C3=CC=C(C=C3)S(=O)(=O)O)CC2)C1)OCC)S(=O)(=O)C 4-(8-(5-cyclopropyl-2-ethoxy-4-(methylsulfonyl)benzyl)-2-oxo-1,3,8-triazaspiro[4.5]decan-3-yl)benzenesulfonic acid